8-[(1S)-1-[[6-chloro-2-(8-fluoro-1-hydroxy-2,3,1-benzoxazaborinin-6-yl)-3-pyridyl]amino]ethyl]-2-isopropyl-3,6-dimethyl-chromen-4-one ClC1=CC=C(C(=N1)C=1C=C(C2=C(C=NOB2O)C1)F)N[C@@H](C)C=1C=C(C=C2C(C(=C(OC12)C(C)C)C)=O)C